8-acetyl-1,5-dimethyl-8-azabicyclo[3.2.1]oct-6-en-3-one C(C)(=O)N1C2(CC(CC1(C=C2)C)=O)C